Methyl 5-methoxy-2-nitro-4-((tetrahydro-2H-pyran-4-yl)amino)benzoate COC=1C(=CC(=C(C(=O)OC)C1)[N+](=O)[O-])NC1CCOCC1